(S)-2-((4-((2-fluoro-1-phenylethyl)amino)-5-(5-(2-hydroxypropan-2-yl)-1,3,4-oxadiazol-2-yl)pyrimidin-2-yl)amino)-6,7-dihydro-5H-pyrrolo[3,4-b]pyridin-5-one FC[C@H](C1=CC=CC=C1)NC1=NC(=NC=C1C=1OC(=NN1)C(C)(C)O)NC1=CC=C2C(=N1)CNC2=O